2-((3R,4R)-3-Amino-4-fluoropiperidin-1-yl)-1-((5-cyanopyridin-2-yl)methyl)-6-fluoro-1H-benzo[d]imidazol-4-carbonitril N[C@@H]1CN(CC[C@H]1F)C1=NC2=C(N1CC1=NC=C(C=C1)C#N)C=C(C=C2C#N)F